C(C)(C)(C)OC(N[C@H](C(=O)NC)CC=C)=O (S)-(1-(methylamino)-1-oxopent-4-en-2-yl)carbamic acid tert-butyl ester